potassium pyrene-3,4,9,10-tetracarboxylic acid C1=CC(=C2C(=CC3=CC=CC4=C(C(=C1C2=C34)C(=O)O)C(=O)O)C(=O)O)C(=O)O.[K]